OCCOCCN(CCO)C 2-{[2-(2-hydroxyethoxy)ethyl]methylamino}ethan-1-ol